C[C@@H](CC)NC(O[C@H]1CO[C@@H](C1)C=1C=NC(=NC1)N)=O |&1:7,10| rac-(3R,5S)-5-(2-aminopyrimidin-5-yl)oxolan-3-yl N-[(2S)-butan-2-yl]carbamate